C(CCCCCCC(=O)OCCC(CCCCCC)CCCCCC)(=O)OCC(COC(CCC(OCCCC\C=C/CC)OCCCC\C=C/CC)=O)COC(=O)OCC1CN(CCC1)CC 1-(3-((4,4-bis(((Z)-oct-5-en-1-yl)oxy)butanoyl)oxy)-2-(((((1-ethylpiperidin-3-yl)methoxy)carbonyl)oxy)methyl)propyl) 8-(3-hexylnonyl) octanedioate